7-nitrobenzimidazole [N+](=O)([O-])C1=CC=CC2=C1N=CN2